FC(S(=O)(=O)NS(=O)(=O)C(F)(F)F)(F)F bis(trifluoromethylsulfonyl)amine